NC1=CN=CC(=N1)C(O)C1=CC(=C(C=C1)F)C1=NC=NC2=CC(=CC=C12)N1CCOCC1 (6-Amino-pyrazin-2-yl)-[4-fluoro-3-(7-morpholin-4-yl-quinazolin-4-yl)-phenyl]methanol